N[C@@H]1C2=CC=CC=C2CC12CCN(CC2)C2=NC=C(C(N2C)=O)C#CCC2=CC(=CC=C2)O (S)-2-(1-amino-1,3-dihydrospiro[indene-2,4'-piperidin]-1'-yl)-5-(3-(3-hydroxyphenyl)prop-1-yn-1-yl)-3-methylpyrimidin-4(3H)-one